CC1(OCC[C@@H](C1)C1=CC=CC2=C1C(=C(O2)C(=O)O)[C@@]2([C@H](C2)C)C2=NOC(N2)=C=O)C ((S)-2,2-Dimethyltetrahydro-2H-pyran-4-yl)-3-((1R,2S)-2-methyl-1-(5-carbonyl-4,5-dihydro-1,2,4-oxadiazol-3-yl)cyclopropyl)benzofuran-2-carboxylic acid